C(CC)OC(=O)N1CCC2(CN(C(N2CC2=CC(=CC=C2)OC)=O)C2=CC=C(C=C2)C=2C=NNC2)CC1 3-(4-(1H-pyrazol-4-yl)phenyl)-1-(3-methoxybenzyl)-2-oxo-1,3,8-triazaspiro[4.5]decane-8-carboxylic acid propyl ester